2-(6-(6'-Acetamido-spiro[cyclopropane-1,3'-pyrrolo[3,2-c]pyridine]-1'(2'H)-yl)-4-methylpyridin-2-yl)-2,2-difluoroacetic acid ethyl ester C(C)OC(C(F)(F)C1=NC(=CC(=C1)C)N1CC2(C=3C=NC(=CC31)NC(C)=O)CC2)=O